1,1-dimethylthio-2-nitroethylene CSC(=C[N+](=O)[O-])SC